1-(tert-Butoxycarbonyl)-(4R)-2-((benzyloxy)methyl)-4-((methylsulfonyl)oxy)pyrrolidine C(C)(C)(C)OC(=O)N1C(C[C@H](C1)OS(=O)(=O)C)COCC1=CC=CC=C1